2,3-difluorobenzyl alcohol FC1=C(CO)C=CC=C1F